C(#N)C1=CC2=C(CN(C[C@H]2C2=C(C=CC=C2)C=2C(=NN(C2)CC(=O)O)C(F)(F)F)C(\C=C\CN(C)C)=O)S1 (S,E)-2-(4-(2-(2-Cyano-6-(4-(dimethylamino)but-2-enoyl)-4,5,6,7-tetrahydrothieno[2,3-c]pyridin-4-yl)phenyl)-3-(trifluoromethyl)-1H-pyrazol-1-yl)acetic acid